The molecule is a diterpenoid isolated from Scoparia dulcis and has been shown to exhibit inhibitory activity against beta-glucuronidase from bovine liver. It has a role as a metabolite and an EC 3.2.1.31 (beta-glucuronidase) inhibitor. It is a diterpenoid, a benzoate ester, a hydroxy monocarboxylic acid, a primary alcohol and a carbobicyclic compound. C/C(=C\\CO)/CC[C@@H]1C(=C)C[C@H]([C@@H]2[C@@]1(CCC[C@@]2(C)C(=O)O)C)OC(=O)C3=CC=CC=C3